N-(4-bromo-2,5-difluorophenyl)-6-chloropyrazolo[1,5-a]pyridine-3-sulfonamide BrC1=CC(=C(C=C1F)NS(=O)(=O)C=1C=NN2C1C=CC(=C2)Cl)F